(5-bromofuran-2-yl)(6,7-dimethoxy-3,4-dihydroisoquinolin-2(1H)-yl)methanone benzyl-(3S*,4S*)-4-fluoro-3-hydroxypiperidine-1-carboxylate C(C1=CC=CC=C1)OC(=O)N1C[C@@H]([C@H](CC1)F)O.BrC1=CC=C(O1)C(=O)N1CC2=CC(=C(C=C2CC1)OC)OC |o1:12,13|